(-)-α-methyl-benzylamine CC(C1=CC=CC=C1)N